N1-(2-(tert-butyl)phenyl)cyclohexane-1,4-diamine C(C)(C)(C)C1=C(C=CC=C1)NC1CCC(CC1)N